2-chloro-4-((4-(1-methyl-4-(trifluoromethyl)-1H-imidazol-2-yl)benzyl)oxy)furo[3,2-d]pyrimidine ClC=1N=C(C2=C(N1)C=CO2)OCC2=CC=C(C=C2)C=2N(C=C(N2)C(F)(F)F)C